(3aR,5S,6aS)-N-[1-(2,2-difluoroethyl)-1H-pyrazolo[3,4-b]pyrazin-6-yl]-2-[4-(trifluoromethyl)pyridin-2-yl]-octahydrocyclopenta[c]pyrrol-5-amine FC(CN1N=CC=2C1=NC(=CN2)NC2C[C@@H]1[C@@H](CN(C1)C1=NC=CC(=C1)C(F)(F)F)C2)F